ClC1=CC(=NC=C1C(=O)OC)C#N Methyl 4-chloro-6-cyanonicotinate